C1=CC=CC=2C=CC=3SC=4C=CC=CC4CC3C21 BENZOTHIOXANTHENE